1H-1,2,3-triazole-5-sulfonyl chloride N1N=NC=C1S(=O)(=O)Cl